C(C1=CC=CC=C1)N1CNC2=CC=CC=C2C1=O 3-benzyl-2,3-dihydroquinazolin-4(1H)-one